2-((4-fluorophenoxy)methyl)pyrimidine-5-carbonitrile FC1=CC=C(OCC2=NC=C(C=N2)C#N)C=C1